C(C)C=1C2=C(SC1C#CC)C(=CC=C2)NC2CCN(CC2)C 3-(3-ethyl-7-((1-methylpiperidin-4-yl)amino)benzo[b]thiophen-2-yl)prop-2-yn